boron trifluoride B(F)(F)F